((4-(6-((2-methylquinolin-6-yl)methoxy)pyridin-2-yl)piperidin-1-yl)methyl-yl)-1-(oxetan-2-ylmethyl)-1H-benzo[d]imidazole-6-carboxylic acid methyl ester COC(=O)C=1C=CC2=C(N(C(N2)=CN2CCC(CC2)C2=NC(=CC=C2)OCC=2C=C3C=CC(=NC3=CC2)C)CC2OCC2)C1